C(CCCCCCCCCCC)N([C@@H](CCC(=O)O)C(=O)O)CCCCCCCCCCCCCCCCCC dodecyl-stearyl-glutamic acid